2-methyl-3-o-tolyl-4(3H)-quinazolinone C1[C@@H]([C@@H]([C@H](C(O1)O)O)O[C@H]2[C@@H]([C@H]([C@H]([C@H](O2)CO)O)O)O)O